C[N+](C)(C)C.OC1=CC=NC=C1 4-hydroxypyridine tetramethylammonium salt